FC=1C(=NC=C(C1)Cl)CCNC1=NC=NC(=C1Cl)CC N-(2-(3-fluoro-5-chloropyridin-2-yl)ethyl)-5-chloro-6-ethylpyrimidin-4-amine